2-ethyl-9,10-bis(glycidoxy)anthracene C(C)C1=CC2=C(C3=CC=CC=C3C(=C2C=C1)OCC1CO1)OCC1CO1